1-vinyl-3-methylimidazole dicyanamide salt [N-](C#N)C#N.C(=C)N1CN(C=C1)C